C(C)[Si](OCCNC(C=C)=O)(CC)CC N-(2-((triethylsilyl)oxy)ethyl)acrylamide